2-Fluoro-5-((6-fluoro-1H-pyrrolo[3,2-b]pyridin-5-yl)oxy)benzamidine FC1=C(C(=N)N)C=C(C=C1)OC1=C(C=C2C(=N1)C=CN2)F